2,4-dimethyl-3-hydroxybenzoic acid CC1=C(C(=O)O)C=CC(=C1O)C